O1C(=NN=C1)[C@@H]1C[C@@H](CNC1)N(C(=O)C1=NC=C(C=C1NC1CC(C1)OC)C1CC1)CC(C)C N-((3S,5R)-5-(1,3,4-oxadiazol-2-yl)piperidin-3-yl)-5-cyclopropyl-N-isobutyl-3-(((1r,3S)-3-methoxycyclobutyl)amino)pyridinecarboxamide